(2S,5R)-7-Oxo-2-(N-(tetrahydro-2H-thiopyran-4-yl) carbamimidoyl)-1,6-diazabicyclo[3.2.1]octan-6-yl hydrogen sulfate S(=O)(=O)(ON1[C@@H]2CC[C@H](N(C1=O)C2)C(NC2CCSCC2)=N)O